indole-3-Acetic Acid-d5 N1C(=C(C2=C(C(=C(C(=C12)[2H])[2H])[2H])[2H])CC(=O)O)[2H]